7-cyclohexyl-5-[(2R,4R)-2-(1-cyclopropylpyrazol-4-yl)tetrahydropyran-4-yl]-N,N-dimethyl-thiazolo[4,5-d]pyrimidin-2-amine C1(CCCCC1)C=1C2=C(N=C(N1)[C@H]1C[C@@H](OCC1)C=1C=NN(C1)C1CC1)N=C(S2)N(C)C